6-fluoro-3-((tosyl)methyl)benzopyran-4-one FC=1C=CC2=C(C(C(=CO2)CS(=O)(=O)C2=CC=C(C)C=C2)=O)C1